N1C=C(C2=CC=CC=C12)C(C1=CC=C(C=C1)N)C1=CNC2=CC=CC=C12 bis(indol-3-yl)-4-amino-phenylmethane